C(C)(C)(C)OC(=O)NC(C(=O)O)C 2-((t-butoxycarbonyl)amino)propionic acid